N-(2-amino-6-phenylpyrimidin-4-yl)-3-hydroxypropanehydrazide NC1=NC(=CC(=N1)N(N)C(CCO)=O)C1=CC=CC=C1